diazabenzene N1=NC=CC=C1